1-(5-(2-(((3R,4S)-1-((1H-imidazol-4-yl)sulfonyl)-3-methylpiperidin-4-yl)amino)-5-(trifluoromethyl)pyrimidin-4-yl)thiazol-2-yl)ethan-1-ol N1C=NC(=C1)S(=O)(=O)N1C[C@H]([C@H](CC1)NC1=NC=C(C(=N1)C1=CN=C(S1)C(C)O)C(F)(F)F)C